4-[2-chloro-4-(trifluoromethoxy)phenoxy]-6-(trifluoromethyl)pyridine-3-carboxylic acid ClC1=C(OC2=C(C=NC(=C2)C(F)(F)F)C(=O)O)C=CC(=C1)OC(F)(F)F